(R)-5-(dimethylamino)-2-fluoro-4-(((3-methoxypyrrolidin-1-yl)sulfonyl)carbamoyl)benzoic acid CN(C=1C(=CC(=C(C(=O)O)C1)F)C(NS(=O)(=O)N1C[C@@H](CC1)OC)=O)C